rac-(1r,3r)-3-((3-(4-(2-(4-methoxyphenyl)propan-2-yl)thiazol-2-yl)ureido)-methyl)-N-methylcyclobutane-1-sulfonamide COC1=CC=C(C=C1)C(C)(C)C=1N=C(SC1)NC(NCC1CC(C1)S(=O)(=O)NC)=O